CO[C@H](COC1=CC=C(C=C1)O)C (S)-4-(2-methoxypropoxy)phenol